FC1=CC=C(C=C1)C1=C(N=C(C2=CC(=CC=C12)O)C#N)C(C)C 4-(4-fluorophenyl)-7-hydroxy-3-isopropyl-isoquinoline-1-carbonitrile